O1CCN(CC1)CC1=CC=C(C=C1)C1=CC=2C(=NC=CC2C=2C=C3C(=NNC3=CC2)N)N1 5-(2-(4-(morpholinomethyl)phenyl)-1H-pyrrolo[2,3-b]pyridin-4-yl)-1H-indazol-3-amine